2-(6-(4-(4-(4-(2,4-dioxotetrahydropyrimidin-1(2H)-yl)-2-fluorobenzyl)piperazin-1-yl)piperidin-1-yl)-1-oxoisoindolin-2-yl)-2-(5-fluoro-2-hydroxyphenyl)-N-(thiazol-2-yl)acetamide O=C1N(CCC(N1)=O)C1=CC(=C(CN2CCN(CC2)C2CCN(CC2)C2=CC=C3CN(C(C3=C2)=O)C(C(=O)NC=2SC=CN2)C2=C(C=CC(=C2)F)O)C=C1)F